ethyl 5-methyl-2-phenyl-1,2,3-triazole-4-formate CC=1C(=NN(N1)C1=CC=CC=C1)C(=O)OCC